(t-butoxycarbonyl)-D-methionine C(C)(C)(C)OC(=O)N[C@H](CCSC)C(=O)O